2-(2-((2-(1-ethyl-1H-benzo[d]imidazol-2-yl)ethyl)amino)ethyl)-N-((3-fluoropyridin-2-yl)methyl)oxazole-4-carboxamide C(C)N1C(=NC2=C1C=CC=C2)CCNCCC=2OC=C(N2)C(=O)NCC2=NC=CC=C2F